N,N'-Bis-ethyl-hexan-1,6-diamin C(C)NCCCCCCNCC